N-methyl-N-(3-methoxyphenyl)-4-aminoaniline CN(C1=CC=C(C=C1)N)C1=CC(=CC=C1)OC